4-(4-(5-(aminomethyl)-2-oxo-oxazolidin-3-yl)phenyl)morpholin-3-one NCC1CN(C(O1)=O)C1=CC=C(C=C1)N1C(COCC1)=O